C(C)(C)(C)NC[C@@H](CO)O (S)-(-)-3-t-butylamino-1,2-propanediol